C1=CC=CC=2C3=CC=CC=C3N(C12)C1=C(C=CC=C1)N1C2=CC=CC=C2C=2C=CC=CC12 1,2-bis(9H-carbazol-9-yl)benzene